FC(OC1=C(N)C=CC(=C1)N1[C@H](CN(CC1)C)C)F (S)-2-(difluoromethoxy)-4-(2,4-dimethylpiperazin-1-yl)aniline